tert-butyl (R)-4-(3-cyano-4-((1-(2-methyl-3-(trifluoromethyl)phenyl)ethyl)amino) quinolin-6-yl)piperazine-1-carboxylate C(#N)C=1C=NC2=CC=C(C=C2C1N[C@H](C)C1=C(C(=CC=C1)C(F)(F)F)C)N1CCN(CC1)C(=O)OC(C)(C)C